O(C=1C(C(=C(N(C1)CCCCCCCCCCCCCCCCCC)CC)O)=O)C=1C(C(=C(N(C1)CCCCCCCCCCCCCCCCCC)CC)O)=O 5,5'-oxybis(N-octadecyl-2-ethyl-3-hydroxypyridin-4-one)